(NZ,S)-N-[1-[2-(4,4-dimethyl-1-piperidyl)-3,6-dimethyl-4-oxo-chromen-8-yl]ethylidene]-2-methyl-propane-2-sulfinamide CC1(CCN(CC1)C=1OC2=C(C=C(C=C2C(C1C)=O)C)\C(\C)=N/[S@@](=O)C(C)(C)C)C